BrCC1(CCC1)F 1-(bromomethyl)-1-fluoro-cyclobutane